C1(CC1)N1N=CC(=C1)C=1C=C(C=CC1)N(C(=O)[C@@H]1CC[C@H](CC1)C(C)O)C[C@@H]1CC[C@H](CC1)C1=CC(=C(C=C1)OC)C trans-N-(3-(1-Cyclopropyl-1H-pyrazol-4-yl)phenyl)-4-(1-hydroxyethyl)-N-((trans-4-(4-methoxy-3-methylphenyl)cyclohexyl)methyl)cyclohexanecarboxamide